C(C)(C)(C)OC(CCOCC12CN(CC(CC1)N2C(=O)OC(C)(C)C)C(C2=CC=CC=C2)(C2=CC=CC=C2)C2=CC=CC=C2)=O tert-butyl 1-[(3-tert-butoxy-3-oxo-propoxy)methyl]-3-trityl-3,8-diazabicyclo[3.2.1]octane-8-carboxylate